C1(=CCCCC1)OB(O)O cyclohex-1-en-1-yl-boric acid